4-(isoindolin-2-ylmethyl)-1-(4-(methylsulfonyl)phenethyl)pyridin-2(1H)-one C1N(CC2=CC=CC=C12)CC1=CC(N(C=C1)CCC1=CC=C(C=C1)S(=O)(=O)C)=O